4-(2-(2,6-Dioxopiperidin-3-yl)-1,3-dioxoisoindolin-5-yl)piperazine-1-carboxylic acid O=C1NC(CCC1N1C(C2=CC=C(C=C2C1=O)N1CCN(CC1)C(=O)O)=O)=O